C(CCC)OC1=NN2C(C(=N1)N)=NC=C2CC2=CC=C(C=C2)C2CNCCC2 2-butoxy-7-(4-(piperidin-3-yl)benzyl)imidazo[2,1-f][1,2,4]triazin-4-amine